C(C)(C)(C)OC(=O)NC=1N=C(N(C1)C)C(=O)NC(C(=O)[O-])C [4-[(tert-butoxycarbonyl)amino]-1-methylimidazol-2-ylformamido]propanoate